4-(5-(3,5-dichloro-4-(trifluoromethyl)phenyl)-5-(trifluoromethyl)-4,5-dihydroisoxazol-3-yl)-2-methylbenzoic acid ClC=1C=C(C=C(C1C(F)(F)F)Cl)C1(CC(=NO1)C1=CC(=C(C(=O)O)C=C1)C)C(F)(F)F